C(C)C1OC(C(C(C(CC(CC(CN(C(C(C1(C)O)O)C)C)C)(C)O)C)O)C)=O 2-ethyl-3,4,10,13-tetrahydroxy-3,5,6,8,10,12,14-heptamethyl-15-oxo-1-oxa-6-azacyclopentadecan